3-bromopyrazine-2-carbonitrile BrC=1C(=NC=CN1)C#N